(1S)-N-(7-chloro-6-(1-((S)-1,2-dimethylcyclopentyl)piperidin-4-yl)isoquinolin-3-yl)-6-oxaspiro[2.5]octane-1-carboxamide ClC1=C(C=C2C=C(N=CC2=C1)NC(=O)[C@H]1CC12CCOCC2)C2CCN(CC2)[C@@]2(C(CCC2)C)C